O1COC2=C1C=CC=C2CN2[C@H](C[C@@H](C2)F)C(=O)NC2=CC=C(C=C2)C2=CC=NN2C2CC2 (2R,4S)-1-(benzo[d][1,3]dioxol-4-ylmethyl)-N-(4-(1-cyclopropyl-1H-pyrazol-5-yl)phenyl)-4-fluoropyrrolidine-2-carboxamide